tert-Butyl N-[2-[(7-fluoro-2-formyl-2,3-dihydro-1H-inden-5-yl)oxy]propyl]carbamate FC=1C=C(C=C2CC(CC12)C=O)OC(CNC(OC(C)(C)C)=O)C